BrC1=CC=C(C=C1)[C@@H]1C(OC(O1)=O)(C)C (R)-5-(4-bromophenyl)-4,4-dimethyl-1,3-dioxolan-2-one